ClC1=CC=C(C=C1)NC(C1=CC(=C(C=C1)N(C(=O)NCCC1=CC=CC=C1)CCN1CCCC1)C)=O N-(4-chlorophenyl)-3-methyl-4-{3-phenethyl-1-[2-(pyrrolidin-1-yl)ethyl]ureido}benzamide